S(C1=C(C=CC(=C1)C(C)(C)CC(C)(C)C)O)C1=C(C=CC(=C1)C(C)(C)CC(C)(C)C)O 2,2'-thiobis-(4-tert-octylphenol)